2-[(3S)-4-(2-Chloro-5-cyano-3-{[8-cyano-4-(cyclopropylamino)pyrazolo[1,5-a][1,3,5]triazin-2-yl]amino}phenyl)-3-methylpiperazin-1-yl]-2-oxoacetamide ClC1=C(C=C(C=C1NC1=NC=2N(C(=N1)NC1CC1)N=CC2C#N)C#N)N2[C@H](CN(CC2)C(C(=O)N)=O)C